2,4-diazepane C1NCNCCC1